C(C1=CC=CC=C1)N1C(C2=C(N=NC(=C2C1=O)C(=O)OC)C(=O)OC)=O Dimethyl 6-benzyl-5,7-dioxo-6,7-dihydro-5H-pyrrolo[3,4-d]pyridazine-1,4-dicarboxylate